methyl 2-(6-bromo-1H-indol-2-yl)-1-cyclopropyl-7-methoxy-1H-benzo[d]imidazole-5-carboxylate BrC1=CC=C2C=C(NC2=C1)C1=NC2=C(N1C1CC1)C(=CC(=C2)C(=O)OC)OC